5-Hydroxy-2-methyl-N-(1-(naphthalen-1-yl)ethyl)benzamide OC=1C=CC(=C(C(=O)NC(C)C2=CC=CC3=CC=CC=C23)C1)C